5-amino-1-(2,6-dichloro-4-methyl-phenyl)-4-sulfinamoyl-1H-pyrazole-3-carbothioic acid amide NC1=C(C(=NN1C1=C(C=C(C=C1Cl)C)Cl)C(N)=S)S(N)=O